(2R,3S)-3-(6-amino-9H-purin-9-yl)nonan-2-ol NC1=C2N=CN(C2=NC=N1)[C@H]([C@@H](C)O)CCCCCC